cyanoSodium chloride [Cl-].C(#N)[Na]